C(C)(=O)OCC1=CC=C(C=C1)N1C(=NC2=C1C=C(C=C2)C#N)C=2C(=NC=CC2)N 4-(2-(2-aminopyridin-3-yl)-6-cyano-1H-benzo[d]imidazol-1-yl)benzyl acetate